2-[[5-[2-Chloro-5-(trifluoromethyl)phenyl]-2-furanyl]methylene]benzo[b]thiophen-3(2H)-one ClC1=C(C=C(C=C1)C(F)(F)F)C1=CC=C(O1)C=C1C(C2=C(S1)C=CC=C2)=O